propylheptamethyltrisiloxane C(CC)[Si](O[Si](O[Si](C)(C)C)(C)C)(C)C